C(C)(C)C1=NOC(=N1)N1CCC(CC1)[C@H](C)OC1=NN2C(S1)=NC(=C2)C2=CC(=C(C=C2)S(=O)(=O)C)F 2-((S)-1-(1-(3-isopropyl-1,2,4-oxadiazol-5-yl)piperidin-4-yl)ethoxy)-6-(3-fluoro-4-(methylsulfonyl)phenyl)imidazo[2,1-b][1,3,4]thiadiazol